O1CC(C1)C1=NC2=CC=C(C=C2C=N1)CN1C[C@H](CC1)OC=1C=C2CN(C(C2=CC1)=O)C1C(NC(CC1)=O)=O 3-(5-(((S)-1-((2-(Oxetan-3-yl)quinazolin-6-yl)methyl)pyrrolidin-3-yl)oxy)-1-oxoisoindolin-2-yl)piperidine-2,6-dione